O1C(CCC1)COC1=CC=C(N)C=C1 4-((tetrahydrofuran-2-yl)methoxy)aniline